(R)-N-(1-amino-3,3-dimethylbutan-2-yl)-5-bromo-4-chloro-2-fluorobenzenesulfonamide NC[C@@H](C(C)(C)C)NS(=O)(=O)C1=C(C=C(C(=C1)Br)Cl)F